(2S,3S,4R,5R)-3-(benzyloxy)-5-(3-((benzyloxy)methyl)-2,4-dioxo-3,4-dihydropyrimidin-1(2H)-yl)-4-(methoxy-d3)tetrahydrofuran-2-carboxylic acid C(C1=CC=CC=C1)O[C@@H]1[C@H](O[C@H]([C@@H]1OC([2H])([2H])[2H])N1C(N(C(C=C1)=O)COCC1=CC=CC=C1)=O)C(=O)O